5-[4-amino-1-(4-aminobutyl)-1H-pyrazolo[3,4-d]pyrimidin-3-yl]-1,3-benzoxazol NC1=C2C(=NC=N1)N(N=C2C=2C=CC1=C(N=CO1)C2)CCCCN